ClC1=CC2=C(C3=C(CN=C2C2=C(C=CC=C2OC)F)C=NC(=N3)NC3=CC(=C(C(=O)O)C=C3)OC)C=C1 4-{[9-chloro-7-(2-fluoro-6-methoxyphenyl)-5H-pyrimido[5,4-d][2]benzazepin-2-yl]amino}-2-methoxybenzoic acid